OCC(C(=O)OC)=C methyl α-hydroxymethylacrylate